NCC(C[SiH2]C(OCCCCCCCCCCCCCC)OCCCCCCCCCCCCCC)C 3-amino-2-methylpropyl(ditetradecanoxymethylsilane)